3-((4-(4-(3-bromo-4-fluorophenyl)-5-oxo-4,5-dihydro-1,2,4-oxadiazol-3-yl)-1,2,5-oxadiazol-3-yl)thio)azetidine-1-sulfonamide BrC=1C=C(C=CC1F)N1C(=NOC1=O)C=1C(=NON1)SC1CN(C1)S(=O)(=O)N